2-[3-chloro-2-fluoro-6-(trifluoromethyl)phenyl]-6-(6-ethoxypyridin-3-yl)pyrimidin-4(3H)-one ClC=1C(=C(C(=CC1)C(F)(F)F)C1=NC(=CC(N1)=O)C=1C=NC(=CC1)OCC)F